NC(CC[C@H](C(=O)NCC1=CC(=C(C=C1)Cl)Cl)N1C([C@H]2N(C(CC1)CCC1=CC=CC=C1)C[C@@H](C2)NC(OC(C)(C)C)=O)=O)=S tert-butyl ((8R,9aS)-2-((R)-5-amino-1-((3,4-dichlorobenzyl)amino)-1-oxo-5-thioxopentan-2-yl)-1-oxo-5-phenethyloctahydro-1H-pyrrolo[1,2-a][1,4]diazepin-8-yl)carbamate